ClC1=C(C(=NC=N1)C1CC2(CN(C2)C(=O)OC(C)(C)C)CCC1=O)[N+](=O)[O-] tert-Butyl 6-(6-chloro-5-nitropyrimidin-4-yl)-7-oxo-2-azaspiro[3.5]nonane-2-carboxylate